6-chloro-7-cyano-N-[5-(2,2-difluoroethyl)-4,6-dimethoxy-pyrimidin-2-yl]-1H-indole-3-sulfonamide ClC1=CC=C2C(=CNC2=C1C#N)S(=O)(=O)NC1=NC(=C(C(=N1)OC)CC(F)F)OC